C1(CCCCC1)(C1=CC=C(C=C1)OC=1C=C2C(OC(C2=CC1)=O)=O)C1=CC=C(C=C1)OC=1C=C2C(OC(C2=CC1)=O)=O 5,5'-[cyclohexylidenebis(4,1-phenyleneoxy)]bis-1,3-isobenzofurandione